FC(F)(F)C1=NN=C2N1CCN=C2 (trifluoromethyl)-5,6-dihydro-[1,2,4]triazolo[4,3-a]pyrazin